copper bis-(terpyridine) N1=C(C=CC=C1)C1=NC=CC=C1C1=NC=CC=C1.N1=C(C=CC=C1)C1=NC=CC=C1C1=NC=CC=C1.[Cu]